2,2-dimethylpiperidin-4-one hydrochloride Cl.CC1(NCCC(C1)=O)C